(R)-2-fluoro-1-(4-(trifluoromethyl)phenyl)ethan-1-amine hydrochloride Cl.FC[C@H](N)C1=CC=C(C=C1)C(F)(F)F